4'-[(1-{[4-(prop-1-en-2-yl)phenyl]carbamoyl}-D-prolyl)amino][1,1'-biphenyl]-4-carboxylic acid C=C(C)C1=CC=C(C=C1)NC(=O)N1[C@H](CCC1)C(=O)NC1=CC=C(C=C1)C1=CC=C(C=C1)C(=O)O